(3aS,5S,6aR)-2-((S)-2-hydroxy-2-(5-hydroxypyridin-2-yl)ethyl)-5-phenoxyhexahydrocyclopenta[c]pyrrol-3a(1H)-ol O[C@@H](CN1C[C@@H]2[C@](C1)(C[C@H](C2)OC2=CC=CC=C2)O)C2=NC=C(C=C2)O